C(C1=CC=CC=C1)OC(=O)N[C@@H](C(=O)O)CC1=CC=CC=C1 (R)-2-(((benzyloxy)carbonyl)amino)-3-phenylpropionic acid